tridec-1-en-4-yl 2-naphthoate C1=C(C=CC2=CC=CC=C12)C(=O)OC(CC=C)CCCCCCCCC